O=C(CC(=O)OC)NCC#C methyl 3-oxo-3-(prop-2-yn-1-ylamino)propanoate